[C+4].[NH4+] ammonium carbon salt